ClC1=CC=C(C=C1)C(=O)N1[C@@H](C=2N(CC1)C(=NN2)C=2SC1=C(N2)C=CC(=C1)F)C (R)-(4-chlorophenyl)(3-(6-fluorobenzo[d]thiazol-2-yl)-8-methyl-5,6-dihydro-[1,2,4]triazolo[4,3-a]pyrazin-7(8H)-yl)methanone